3-((4-chloro-1-methyl-1H-pyrazol-5-yl)methyl)-2-((6-methoxypyridin-3-yl)methyl)-3-methylisoindolin-1-one ClC=1C=NN(C1CC1(N(C(C2=CC=CC=C12)=O)CC=1C=NC(=CC1)OC)C)C